ClC=1C(=C(C=CC1Cl)O)[C@@H]1CC2=NN=C(N2C1)C=1C=NN(C1)C (S)-3,4-dichloro-2-(3-(1-methyl-1H-pyrazol-4-yl)-6,7-dihydro-5H-pyrrolo[2,1-c][1,2,4]triazol-6-yl)phenol